BrC=1OC2=C(C=C(C=C2C(C1)=O)C)[C@@H](C)NC1=C(C(=O)OC)C(=CC=C1)F Methyl 2-[[(1R)-1-(2-bromo-6-methyl-4-oxo-chromen-8-yl)ethyl]amino]-6-fluoro-benzoate